4-((5-Chloro-2-((1-methyl-1,4,5,6-tetrahydropyrrolo[3,4-c]pyrazol-3-yl)amino) pyrimidin-4-yl) amino)-3-(dimethylphosphoryl)phenyl sulfurofluoridate dihydrochloride Cl.Cl.S(OC1=CC(=C(C=C1)NC1=NC(=NC=C1Cl)NC=1C2=C(N(N1)C)CNC2)P(=O)(C)C)(=O)(=O)F